3-[[4-[(2R)-2-[(6-tert-Butylfuro[2,3-b]pyrazin-2-yl)methylamino]-3-(1-methylcyclopropyl)propoxy]-6-(2,6-dimethylphenyl)pyrimidin-2-yl]sulfamoyl]benzoic acid C(C)(C)(C)C1=CC=2C(=NC=C(N2)CN[C@@H](COC2=NC(=NC(=C2)C2=C(C=CC=C2C)C)NS(=O)(=O)C=2C=C(C(=O)O)C=CC2)CC2(CC2)C)O1